COC(=O)[C@@H]1N(C[C@@H](C1)NC(=O)OCC1=CC=CC=C1)C(=O)OC(C)(C)C (2R,4R)-4-{[(benzyloxy)carbonyl]amino}pyrrolidine-1,2-dicarboxylic acid 1-tert-butyl ester 2-methyl ester